C(#C)C=1C(=CC=C2C=C(C=C(C12)C1=C(C=2N=C(N=C(C2C=N1)N1C[C@](CCC1)(C)O)OCC1(CC1)C=O)F)OCOC)F 1-[[7-[8-ethynyl-7-fluoro-3-(methoxymethoxy)-1-naphthyl]-8-fluoro-4-[(3R)-3-hydroxy-3-methyl-1-piperidyl]pyrido[4,3-d]pyrimidin-2-yl]oxymethyl]cyclopropanecarbaldehyde